CN1N=CC(=C1C)[C@H]1[C@@H](CN(C1)C)NC(C(COC1=NC=CC=C1C(F)(F)F)(C)C)=O trans-N-(4-(1,5-dimethyl-1H-pyrazol-4-yl)-1-methylpyrrolidin-3-yl)-2,2-dimethyl-3-((3-(trifluoromethyl)pyridin-2-yl)oxy)propionamide